C(#N)C1=CC=CC(=N1)C1=NC=CC=C1 6-cyano-2,2'-bipyridine